C1(CC1)S(=O)(=O)NC1=CC(=NC=C1)CNC(=O)C=1SC(=CN1)C=1C=NC=C(C1)C(F)(F)F N-((4-(cyclopropanesulfonamido)pyridin-2-yl)methyl)-5-(5-(trifluoromethyl)pyridin-3-yl)thiazole-2-carboxamide